ClC1=CC(=NC(=C1)C(C)C)NN 4-chloro-2-hydrazino-6-isopropyl-pyridine